C(C1=CC=CC=C1)OC=1C(=C(C=CC1OC([2H])([2H])[2H])CC(=O)NC(CC1=CC(=C(C=C1)OCC1=CC=CC=C1)OC)([2H])[2H])CO 2-(3-(benzyloxy)-2-(hydroxymethyl)-4-(methoxy-d3)phenyl)-N-(2-(4-(benzyloxy)-3-methoxyphenyl)ethyl-1,1-d2)acetamide